(S)-4-ethoxy-6-(1-(7-((2-methyl-1H-imidazol-1-yl)methyl)-5-(1-methyl-1H-pyrazol-5-yl)-1-oxo-3,4-dihydroisoquinolin-2(1H)-yl)ethyl)nicotinonitrile C(C)OC1=CC(=NC=C1C#N)[C@H](C)N1C(C2=CC(=CC(=C2CC1)C1=CC=NN1C)CN1C(=NC=C1)C)=O